(S)-2-(3-fluoro-2-methoxy-5-propylphenyl)-2-((R)-3-((5-(4-methoxy-5,6,7,8-tetrahydro-1,8-naphthyridin-2-yl)pentyl)oxy)pyrrolidin-1-yl)acetic acid FC=1C(=C(C=C(C1)CCC)[C@@H](C(=O)O)N1C[C@@H](CC1)OCCCCCC1=NC=2NCCCC2C(=C1)OC)OC